CC1=CC=C(C=C1)S(=O)(=O)OC2=CC=C(C=C2)N=NC3=C(NN(C3=O)C4=C(C=C(C=C4)Cl)S(=O)(=O)[O-])C.[Na+] The molecule is an organic sodium salt that is the monosodium salt of 5-chloro-2-[5-hydroxy-3-methyl-4-({4-[(4-methylbenzene-1-sulfonyl)oxy]phenyl}diazenyl)-1H-pyrazol-1-yl]benzene-1-sulfonic acid. It has a role as a histological dye. It contains a Milling yellow 3G(1-).